COC=1C=C(C=CC1OC)[C@@H]1C=CCC[C@H]1\C=C\C1=CC(=C(C=C1)OC)OC Trans-3-(3,4-dimethoxyphenyl)-4-[(E)-3,4-dimethoxystyryl]cyclohex-1-ene